3-(2-aminoethylamino)propylmethyldimethyl-silane NCCNCCC[Si](C)(C)C